C(C)(C)(C)OCC(C)O propylene glycol mono-tertiary butyl ether